C(C1=CC=CC=C1)N1CCCC=2CC(CCC12)O 1-benzyl-1,2,3,4,5,6,7,8-octahydroquinolin-6-ol